BrC=1C=C(C(=C(C1)CC=O)OC)F 2-(5-bromo-3-fluoro-2-methoxyphenyl)acetaldehyde